2-(3-(2-ethoxyethoxy)phenyl)-N-methylacetamide C(C)OCCOC=1C=C(C=CC1)CC(=O)NC